ethyl 2-(3,4-dichlorophenyl)-1-ethyl-6-[(3-nitro-1,2,4-triazol-1-yl) methyl]-4-oxo-pyridine-3-carboxylate ClC=1C=C(C=CC1Cl)C=1N(C(=CC(C1C(=O)OCC)=O)CN1N=C(N=C1)[N+](=O)[O-])CC